8-((2s,5r)-2-ethyl-5-methyl-4-(1-(3,4,5-trifluorophenyl)ethyl)piperazin-1-yl)-5-methyl-6-oxo-5,6-dihydro-1,5-naphthyridine-2-carbonitrile C(C)[C@@H]1N(C[C@H](N(C1)C(C)C1=CC(=C(C(=C1)F)F)F)C)C1=CC(N(C=2C=CC(=NC12)C#N)C)=O